(3-hydroxypropyl)dimethylfluorosilane OCCC[Si](F)(C)C